NC1=NC(=NC=C1)N1CC(C(CC1)OC)OC(C)O ((1-(4-aminopyrimidin-2-yl)-4-methoxypiperidin-3-yl)oxy)ethan-1-ol